3-{3-methyl-2-oxo-4-[3-(piperidin-4-yloxy)prop-1-yn-1-yl]-1,3-benzodiazol-1-yl}piperidine-2,6-dione CN1C(N(C2=C1C(=CC=C2)C#CCOC2CCNCC2)C2C(NC(CC2)=O)=O)=O